2,6-difluoro-4-(4,4,5,5-tetramethyl-1,3,2-dioxaborolan-2-yl)pyridine FC1=NC(=CC(=C1)B1OC(C(O1)(C)C)(C)C)F